COC1=CC=2CC3=CC(=CC=C3N(C2C=C1OCCCN1CCCC1)C1CCOCC1)C 2-methoxy-7-methyl-N-(oxan-4-yl)-3-[3-(pyrrolidin-1-yl)propoxy]acridin